N-(2-fluoro-5-{[6-(2-fluoro-3-hydroxyphenyl)pyridin-2-yl]oxy}phenyl)methane-sulfonamide FC1=C(C=C(C=C1)OC1=NC(=CC=C1)C1=C(C(=CC=C1)O)F)NS(=O)(=O)C